S1C(=NC=C1)C1(CCC1)O 1-thiazol-2-ylcyclobutanol